2,5-di-iodohistidine IC=1NC(=C(C[C@H](N)C(=O)O)N1)I